4-(4-methyl-6-((5-methyl-1H-pyrazol-3-yl)amino)pyrimidin-2-yl)-N-(3-((4-methylpiperazin-1-yl)methyl)phenyl)piperazine-1-carboxamide CC1=NC(=NC(=C1)NC1=NNC(=C1)C)N1CCN(CC1)C(=O)NC1=CC(=CC=C1)CN1CCN(CC1)C